5-methyl-4-(3-(trifluoromethyl)phenyl)furan-2-carboxylic acid CC1=C(C=C(O1)C(=O)O)C1=CC(=CC=C1)C(F)(F)F